S(=O)(=O)(O)[Se]S(=O)(=O)O.[Zn] zinc sulfoselenide